O1COC2=C1C=CC(=C2)/C=C/C(=O)C2=C(C=C(C=C2)OCC=C(C)C)O (E)-3-(1,3-Benzodioxol-5-yl)-1-[2-hydroxy-4-(3-methylbut-2-enoxy)phenyl]prop-2-en-1-one